tert-butyl (1R,4S,4S,5S)-4-[(7-chloro-8-fluoro-4-hydroxy-2-methylsulfanyl-pyrido[4,3-d]pyrimidin-5-yl)oxymethyl]-1-(methoxymethyl)-3,8-diazabicyclo[3.2.1]octane-8-carboxylate ClC1=C(C=2N=C(N=C(C2C(=N1)OC[C@H]1NC[C@]2(CC[C@@H]1N2C(=O)OC(C)(C)C)COC)O)SC)F